C(C(C)C)C=1C=CC(=C(C1)N1CCN(CC1)CC=1NC(=CC(N1)=O)C)C=1N=NNN1 2-[[4-[5-isobutyl-2-(2H-tetrazol-5-yl)-phenyl]piperazin-1-yl]methyl]-6-methyl-1H-pyrimidin-4-one